(Z)-3-Hexadecenyl acetate C(C)(=O)OCC\C=C/CCCCCCCCCCCC